CN(C1=CN=CC(=N1)C1=CC2=C(O[C@H](CN2S(=O)(=O)C2=CC(=CC=C2)C(F)(F)F)CCC(=O)O)C=C1)C (S)-3-(6-(6-(dimethylamino)-pyrazin-2-yl)-4-((3-(trifluoromethyl)phenyl)-sulfonyl)-3,4-dihydro-2H-benzo[b][1,4]oxazin-2-yl)propanoic acid